2-bromo-5-(5-methylthieno[2,3-d]pyrimidin-4-yl)-4,5,6,7-tetrahydrothiazolo[5,4-c]pyridine BrC=1SC=2CN(CCC2N1)C=1C2=C(N=CN1)SC=C2C